FC1=C2CC(CNC2=CC(=C1N1S(NCC1=O)(=O)=O)O)NCCC(C)C (5-fluoro-7-hydroxy-3-(isopentylamino)-1,2,3,4-tetrahydroquinolin-6-yl)-1,2,5-thiadiazolidin-3-one 1,1-dioxide